Bis(dimethylamino-ethyl) ether CN(C)CCOCCN(C)C